2-methoxy-5-(5,7-dihydroxy-6,8-dimethoxy-4-oxo-4H-chromen-2-yl)phenolate COC1=C(C=C(C=C1)C=1OC2=C(C(=C(C(=C2C(C1)=O)O)OC)O)OC)[O-]